Cholesta-3,5-diene-7-one CC(C)CCC[C@@H](C)[C@H]1CC[C@H]2[C@@H]3C(C=C4C=CCC[C@]4(C)[C@H]3CC[C@]12C)=O